Ethyl 1-(2-amino-5-(3-methoxypropyl)pyridin-3-yl)piperidine-4-carboxylate NC1=NC=C(C=C1N1CCC(CC1)C(=O)OCC)CCCOC